C(CCCCCCO)O Heptylenglycol